S[C@@H]1C[C@H](NC1)CC(=O)O (2R,4R)-4-Mercapto-pyrrolidine-2-acetic acid